4-[4-cyano-2-methyl-6-(1-methylpyrazol-4-yl)indazol-3-yl]-N-[(1R)-2,2-difluorocyclopropyl]-2-(difluoromethoxy)-6-methoxybenzamide C(#N)C=1C2=C(N(N=C2C=C(C1)C=1C=NN(C1)C)C)C1=CC(=C(C(=O)N[C@H]2C(C2)(F)F)C(=C1)OC)OC(F)F